dimethyltributylsilane chloride [Cl-].CC(CCC)([SiH](CCCC)CCCC)C